methyl 2-fluoro-5-(pyrazin-2-yl)benzoate FC1=C(C(=O)OC)C=C(C=C1)C1=NC=CN=C1